NCCCOCCCNC(OC(C)(C)C)=O tert-butyl (3-(aminopropoxy)propyl)carbamate